6-[[(3r,5r)-1-ethyl-5-methyl-3-piperidinyl]amino]-3-[2-hydroxy-4-(trifluoromethyl)phenyl]-4-methyl-1,2,4-triazin-5-one C(C)N1C[C@@H](C[C@H](C1)C)NC=1C(N(C(=NN1)C1=C(C=C(C=C1)C(F)(F)F)O)C)=O